[N+](=O)([O-])C1=CC=C(C=C1)OC(=O)C1=CC2=C(S1)C=CC(=C2)C(F)(F)P(=O)(OCOC(=O)OCCC)OCOC(=O)OCCC.ONC(C2=CC=C(C=C2)CN2CCN(CC2)CCC2=CC1=CC=CC=C1C=C2)=O N-hydroxy-4-((4-(2-(naphthalen-2-yl)ethyl)piperazin-1-yl)methyl)benzamide 4-nitrophenyl-5-((bis(((propoxycarbonyl)oxy)methoxy)phosphoryl)difluoromethyl)benzo[b]thiophene-2-carboxylate